CC1(CN(CC1)CC1=CC=C(C=C1)C1=CC=C(C=C1)CC1=CC=C(C=C1)N1N=C(N=C1C)C(=O)N)C 1-(4-((4'-((3,3-dimethylpyrrolidin-1-yl)methyl)-[1,1'-biphenyl]-4-yl)methyl)phenyl)-5-methyl-1H-1,2,4-triazole-3-carboxamide